C(C)(C)(C)NC(=O)NC=1C=C2CN(C(N(C2=CC1)C(C)C1=CC(=CC=C1)C(F)(F)F)=O)C 1-(tert-butyl)-3-(3-methyl-2-oxo-1-(1-(3-(trifluoromethyl)phenyl)ethyl)-1,2,3,4-tetrahydroquinazolin-6-yl)urea